(-)-2-({4-[(2-imino-5-methyl-2,3-dihydro-1,3-oxazol-3-yl)methyl]-1H-1,3-benzodiazol-2-yl}amino)-2-[3-(trifluoromethoxy)phenyl]propan-1-ol N=C1OC(=CN1CC1=CC=CC=2NC(=NC21)NC(CO)(C)C2=CC(=CC=C2)OC(F)(F)F)C